3-[4-(2-hydroxyethoxy)phenyl]piperidine-2,6-dione OCCOC1=CC=C(C=C1)C1C(NC(CC1)=O)=O